6-acetyl-1-(benzenesulfonyl)-5-fluoro-pyrrolo[2,3-b]Pyridine-2-carboxylic acid methyl ester COC(=O)C1=CC=2C(=NC(=C(C2)F)C(C)=O)N1S(=O)(=O)C1=CC=CC=C1